N1=C2C(=C(C=C1)C=O)CCOC21COCC1 4,5,5',6'-Tetrahydro-2H-Spiro[Furan-3,8'-Pyrano[3,4-b]Pyridine]-4'-Carbaldehyde